Tert-butyl (3-((1s,3r)-3-((1-(2,6-dioxopiperidin-3-yl)-3-methyl-2-oxo-2,3-dihydro-1H-benzo[d]imidazol-4-yl)methyl)cyclobutoxy)propyl)(methyl)carbamate O=C1NC(CC[C@H]1N1C(N(C2=C1C=CC=C2CC2CC(C2)OCCCN(C(OC(C)(C)C)=O)C)C)=O)=O